N8-benzyl-N6-(3-methoxypropyl)-3-(trifluoromethyl)-[1,2,4]triazolo[4,3-b]pyridazine-6,8-diamine C(C1=CC=CC=C1)NC=1C=2N(N=C(C1)NCCCOC)C(=NN2)C(F)(F)F